propenyltrimethylacetate C(=CC)OC(C(C)(C)C)=O